1-butyl-3-methylimidazole methyl-sulfate salt COS(=O)(=O)O.C(CCC)N1CN(C=C1)C